CC(C)NC(=O)C1=NC=CC=C1 N-prop-2-ylpyridine-2-carboxamide